5-(4-bromo-2-methoxyphenyl)-8-chloropyrido[2,3-d]pyridazine BrC1=CC(=C(C=C1)C1=C2C(=C(N=N1)Cl)N=CC=C2)OC